CC1=NN(C(C1)=O)C1=CC=C(C=C1)S(=O)(=O)N 4-(3-Methyl-5-oxo-4H-pyrazol-1-yl)-benzene-sulfonamide